6-{3-[(5-methoxypyridin-2-yl)methoxy]-7-oxo-5H,6H,7H-pyrrolo[3,4-b]pyridin-6-yl}-2-methyl-2,3-dihydropyridazin-3-one COC=1C=CC(=NC1)COC=1C=C2C(=NC1)C(N(C2)C=2C=CC(N(N2)C)=O)=O